CCN1C[C@@]2(CC[C@@H]([C@@]34[C@@H]2[C@H]([C@@H](C31)[C@]5(C[C@@H]([C@H]6C[C@@H]4[C@@H]5[C@H]6O)OC)O)O)OC)COC The molecule is a diterpene alkaloid with formula C24H39NO6, originally isolated from Aconitum forrestii. It has a role as a plant metabolite. It is a bridged compound, an organic heteropolycyclic compound, a polyether, a secondary alcohol, a tertiary alcohol, a tertiary amino compound, a triol and a diterpene alkaloid. It derives from a hydride of an aconitane.